silicaTe carbon [C+4].[Si]([O-])([O-])([O-])[O-]